4-(4-chlorophenyl)-N-methoxy-N-methylpicolinamide ClC1=CC=C(C=C1)C1=CC(=NC=C1)C(=O)N(C)OC